5-((4-((4'-chloro-5,5-dimethyl-3,4,5,6-tetrahydro-[1,1'-biphenyl]-2-yl)Methyl)-2-(trifluoromethyl)piperazin-1-yl)methyl)-2-(2,6-dioxopiperidin-3-yl)isoindoline ClC1=CC=C(C=C1)C1=C(CCC(C1)(C)C)CN1CC(N(CC1)CC=1C=C2CN(CC2=CC1)C1C(NC(CC1)=O)=O)C(F)(F)F